5-(3-methyl-1H-1,2,4-triazol-1-yl)phenol CC1=NN(C=N1)C=1C=CC=C(C1)O